C[C@@H]1CN(C[C@@H](N1)C)C(=O)OC methyl (3R,5S)-3,5-dimethylpiperazine-1-carboxylate